3-(1-(3,4-dichlorobenzyl)-1H-pyrrol-2-yl)imidazo[1,2-a]pyridine ClC=1C=C(CN2C(=CC=C2)C2=CN=C3N2C=CC=C3)C=CC1Cl